NCCC=1C=NC(=NC1)C1=C(C=C(C#N)C=C1)OC1=NC(=NC(=C1)C1=C(C=CC=C1)C#N)C 4-[5-(2-aminoethyl)pyrimidin-2-yl]-3-[6-(2-cyanophenyl)-2-methylpyrimidin-4-yl]oxybenzonitrile